F[C@H]1[C@@H]([C@]2(CN[C@@]1(CC2)C)C)OC2=NN=C(S2)C2=C(C=C(C=C2)C2=NC(N(C=N2)C)=O)O 4-(4-(5-(((1R,4R,5R,6R)-6-fluoro-1,4-dimethyl-2-azabicyclo[2.2.2]octan-5-yl)oxy)-1,3,4-thiadiazol-2-yl)-3-hydroxyphenyl)-1-methyl-1,3,5-triazin-2(1H)-one